C(C)OC(CCCOC1=C(C=C(C=C1F)C1=CSC(=C1)COCC(C)C)F)=O 4-[2,6-difluoro-4-(5-isobutoxymethyl-thiophen-3-yl)-phenoxy]-butyric acid ethyl ester